ClC1=NC(=C(C=2N1C=CN2)I)C 5-chloro-8-iodo-7-methylimidazo[1,2-c]pyrimidine